FC(C(=O)O)(F)F.NCCCCCCNC1=CC=C(C=C1)NC(=O)C1=CC=C(CN(C(=O)C=2C=CC3=C(OCC(N3)=O)C2)C2CC2)C=C1 N-(4-((4-((6-aminohexyl)amino)phenyl)carbamoyl)benzyl)-N-cyclopropyl-3-oxo-3,4-dihydro-2H-benzo[b][1,4]oxazine-7-carboxamide 2,2,2-trifluoroacetate